2-(4-cyclopropyl-6-methoxy-pyrimidin-5-yl)-9-[[3,5-difluoro-4-[1-methyl-4-(trifluoromethyl)imidazol-2-yl]phenyl]methyl]-7H-purin-8-imine C1(CC1)C1=NC=NC(=C1C1=NC=C2NC(N(C2=N1)CC1=CC(=C(C(=C1)F)C=1N(C=C(N1)C(F)(F)F)C)F)=N)OC